BrC=1C=CC=2N(C1)N=CC2C(=O)OCC ethyl 6-bromopyrazolo[1,5-a]pyridine-3-carboxylate